[Ta].[Al].[Cr].[Co] Cobalt-Chromium-Aluminum-Tantalum